C1(OCC2C1CNC2)C=2OC1=C(N2)C=CC(=C1)N1C=C(C(C=C1C1=CC(=C(C=C1)N1CCCC1)C#N)=O)C(=O)O 1-(2-(Hexahydro-1H-furo[3,4-c]pyrrolyl)benzo[d]oxazol-6-yl)-4-oxo-6-(3-cyano-4-(Pyrrolidin-1-yl)phenyl)-1,4-dihydropyridine-3-carboxylic acid